[Cl-].C(CCCCC)N1CN(C=C1)S(=O)(=O)CCC 1-hexyl-3-(3-propanesulfonyl)imidazole chloride